FC(S(=O)(=O)[O-])(F)F.FS(=O)(=O)N1C(=[N+](C=C1)C)C 1-(fluorosulfonyl)-2,3-dimethyl-1H-imidazol-3-ium trifluoromethanesulfonate